tert-butyl (R)-3-(6-(2-cyano-3,6-difluorophenoxy)-4-oxoquinazolin-3(4H)-yl)-1-oxa-8-azaspiro[4.5]decane-8-carboxylate C(#N)C1=C(OC=2C=C3C(N(C=NC3=CC2)[C@H]2COC3(C2)CCN(CC3)C(=O)OC(C)(C)C)=O)C(=CC=C1F)F